((2R,3S,4R,5R)-5-(3-((benzyloxy) carbonyl) pyridin-1-ium-1-yl)-3,4-dihydroxytetrahydrofuran-2-yl) methyl hydrogen phosphate P(=O)(O[C@H]1O[C@H]([C@@H]([C@@H]1O)O)[N+]1=CC(=CC=C1)C(=O)OCC1=CC=CC=C1)(OC)O